1-(5-(hydroxymethyl)pyridin-2-yl)-1H-1,2,3-triazole-4-carbonitrile OCC=1C=CC(=NC1)N1N=NC(=C1)C#N